N-hexyl-2-((8-methoxy-6-oxo-6H-benzo[c]chromen-3-yl)oxy)acetamide C(CCCCC)NC(COC1=CC=C2C3=C(C(OC2=C1)=O)C=C(C=C3)OC)=O